4-Benzyloxybutyl(bromo)magnesium C(C1=CC=CC=C1)OCCCC[Mg]Br